(S)-(5-(3,5-difluorophenyl)-4,5-dihydro-1H-pyrazol-1-yl)(4-(4-(1-ethyl-3,5-dimethyl-1H-pyrazol-4-yl)-5-fluoropyrimidin-2-yl)piperazin-1-yl)methanone FC=1C=C(C=C(C1)F)[C@@H]1CC=NN1C(=O)N1CCN(CC1)C1=NC=C(C(=N1)C=1C(=NN(C1C)CC)C)F